N1=CC=NC2=CC(=CC=C12)C=1C=CN2N=C(N=CC21)NC2CCC(CC2)O 4-((5-(quinoxalin-6-yl)pyrrolo[2,1-f][1,2,4]triazin-2-yl)amino)cyclohexane-1-ol